CN1C(C=C(C=C1)C1=CC(=C(C=C1)C=1SC(=NN1)N(C1CC(NC(C1)(C)C)(C)C)C)OC(F)(F)F)=O 1-Methyl-4-(4-(5-(methyl(2,2,6,6-tetramethylpiperidin-4-yl)amino)-1,3,4-thiadiazol-2-yl)-3-(trifluoromethoxy)phenyl)pyridin-2(1H)-one